[2-(methylamino)-4-oxo-7-(prop-2-yl)-4h,5h-furo[2,3-d]pyridazin-5-yl]-N-(pyrimidin-2-yl)acetamide CNC1=CC2=C(C(=NN(C2=O)CC(=O)NC2=NC=CC=N2)C(C)C)O1